COC1=CC=C(C=C1)C1=NOC(=N1)N1CCC(CC1)C(=O)NCC1CN(CC1)CC1=NC=CC(=C1)C 1-(3-(4-methoxyphenyl)-1,2,4-oxadiazol-5-yl)-N-((1-((4-methylpyridin-2-yl)methyl)pyrrolidin-3-yl)methyl)piperidine-4-carboxamide